(3s,5s,7s)-3,5,7-trimethyladamantan-1-ol CC12CC3(CC(CC(C1)(C3)C)(C2)C)O